CC(C(C(=O)[O-])O)C 3-methyl-2-hydroxybutyrate